(3R,4R)-1-cyclohexyl-4-{[5-(2,4,6-trifluoro-phenyl)-isoxazole-3-carbonyl]-amino}-piperidine-3-carboxylic acid ((1S,2R)-2-phenyl-cyclopropyl)-amide C1(=CC=CC=C1)[C@@H]1[C@H](C1)NC(=O)[C@@H]1CN(CC[C@H]1NC(=O)C1=NOC(=C1)C1=C(C=C(C=C1F)F)F)C1CCCCC1